C[Sn](C1=CC=C(O1)C=CC=C(C#N)C#N)(C)C 2-[3-(5-trimethylstannanylfuran-2-yl)allylidene]malononitrile